BrC=1C(=CC2=C(NC=N2)C1)OC(F)F 6-Bromo-5-(difluoromethoxy)-1H-benzimidazole